C(C)(=O)OC(C(C)(C)C)C1C(CC(CC1C)C)C [2,2-dimethyl-1-(2,4,6-trimethylcyclohexyl) propyl] acetate